(Racemic)-2'-chloro-N-{6-[3-(hydroxymethyl)cyclopentyl]-[1,3]thiazolo[4,5-b]pyrazin-2-yl}-5'-methoxy-6-methyl-[4,4'-bipyridine]-3-carboxamide ClC1=NC=C(C(=C1)C1=C(C=NC(=C1)C)C(=O)NC=1SC=2C(=NC=C(N2)C2CC(CC2)CO)N1)OC